3-(4-Amino-6-((cyclopropylmethyl)amino)pyrido[3,4-d]pyrimidin-8-yl)-2,4-dimethylphenol NC=1C2=C(N=CN1)C(=NC(=C2)NCC2CC2)C=2C(=C(C=CC2C)O)C